5-amino-6-(5-methyl-1H-indazol-4-yl)-2-[4-(2,2,2-trifluoroethylamino)-3-pyridyl]pyrimidine-4-carboxamide NC=1C(=NC(=NC1C1=C2C=NNC2=CC=C1C)C=1C=NC=CC1NCC(F)(F)F)C(=O)N